calcium (4,5-di-tert-butyl-5-hydroxybenzyl)sulfonate C(C)(C)(C)C1C=CC(CS(=O)(=O)[O-])=CC1(O)C(C)(C)C.[Ca+2].C(C)(C)(C)C1C=CC(CS(=O)(=O)[O-])=CC1(C(C)(C)C)O